BrC1=CC=C(C=C1)C=1C2=CC=C(N2)C(=C2C=CC(C(=C3C=CC(=C(C=4C=CC1N4)C4=CC=C(C=C4)Br)N3)C3=CC=C(C=C3)Br)=N2)C2=CC=C(C=C2)Br.[Pd+2] palladium (II) 5,10,15,20-tetrakis-(4'-bromophenyl)porphyrin